7,7-difluoro-4-(((1-methylcyclobutyl)amino)methyl)-6,7-dihydro-5H-cyclopenta[b]pyridine-2-carboxylic acid FC1(CCC=2C1=NC(=CC2CNC2(CCC2)C)C(=O)O)F